methylenepropanediol C=C(C(O)O)C